C(C)(C)(C)C1=NN(N=C1)C(=O)C(CCC[C@H](N)C(=O)O)N 6-(4-(tert-butyl)-2H-1,2,3-triazole-2-carbonyl)-L-lysine